6-(2-(2-fluoro-3-(trifluoromethyl)phenyl)-2-hydroxyacetyl)-2-(1-(thiophen-2-yl)cyclopropyl)-5,6,7,8-tetrahydropyrido[4,3-d]pyrimidin-4(3H)-one FC1=C(C=CC=C1C(F)(F)F)C(C(=O)N1CC2=C(N=C(NC2=O)C2(CC2)C=2SC=CC2)CC1)O